N-((S)-1-cycloheptyl-2-((5-fluoro-1-((R)-1-(methyl-(2,2,2-trifluoroethyl)amino)-1-oxopropan-2-yl)-2-oxo-1,2-dihydropyridin-4-yl)amino)-2-oxoethyl)-1-isopropyl-1H-pyrazole-5-carboxamide C1(CCCCCC1)[C@@H](C(=O)NC1=CC(N(C=C1F)[C@@H](C(=O)N(CC(F)(F)F)C)C)=O)NC(=O)C1=CC=NN1C(C)C